FC1(CN(CC1)C=1C=2N(N=C(C1)C=1C(NC(NC1)=O)=O)C=CN2)C2=CC=CC=C2 5-(8-(3-fluoro-3-phenylpyrrolidin-1-yl)imidazo[1,2-b]pyridazin-6-yl)pyrimidine-2,4(1H,3H)-dione